NC(=O)C1=CC(=CC2=CN(N=C12)C1=CC=C(C=C1)NC(=O)C1C[NH2+]C1)F 3-[({4-[7-(aminocarbonyl)-5-fluoro-2H-indazole-2-yl]phenyl}amino)carbonyl]azacyclobutanium